C1(=CC=CC=C1)NC1=NN(C(=N1)N)CC1=CC(=CC=C1)C(F)(F)F N3-phenyl-1-(3-(trifluoromethyl)benzyl)-1H-1,2,4-triazole-3,5-diamine